2-amino-N-(1-(3,4-dihydroxy-5-(hydroxymethyl)tetrahydrofuran-2-yl)-2-oxo-1,2-dihydropyrimidin-4-yl)-3-methylbutanamide NC(C(=O)NC1=NC(N(C=C1)C1OC(C(C1O)O)CO)=O)C(C)C